tert-butyl 3-(4-((1R,3R)-2-(bicyclo[1.1.1]pentan-1-yl)-3-methyl-2,3,4,9-tetrahydro-1H-pyrido[3,4-b]indol-1-yl)phenoxy)azetidine-1-carboxylate C12(CC(C1)C2)N2[C@@H](C=1NC3=CC=CC=C3C1C[C@H]2C)C2=CC=C(OC1CN(C1)C(=O)OC(C)(C)C)C=C2